NC=1C2=C(N=CN1)N(C=C2C2=CC=C(C=C2)NC(=O)NC2=C(C=CC(=C2)C(C(C(F)(F)F)(F)F)(F)F)F)C(C)C 1-(4-(4-Amino-7-isopropyl-7H-pyrrolo[2,3-d]pyrimidin-5-yl)phenyl)-3-(2-fluoro-5-(perfluoropropyl)phenyl)urea